2-((S)-1-(4-(6-((4-chloro-2-fluorobenzyl)oxy)pyridin-2-yl)piperazin-1-yl)ethyl)-1-(((S)-oxetan-2-yl)methyl)-1H-benzo[d]imidazole-6-carboxylic acid ClC1=CC(=C(COC2=CC=CC(=N2)N2CCN(CC2)[C@@H](C)C2=NC3=C(N2C[C@H]2OCC2)C=C(C=C3)C(=O)O)C=C1)F